1-[(tert-butoxy)carbonyl]piperidine-4-carboxylic acid C(C)(C)(C)OC(=O)N1CCC(CC1)C(=O)O